(E)-1-(4-(aminoethyl)benzyl)-2-butyl-7-(3-methylbut-1-en-1-yl)-1H-imidazo[4,5-d]pyridazin-4-amine NCCC1=CC=C(CN2C(=NC=3C2=C(N=NC3N)\C=C\C(C)C)CCCC)C=C1